BrC=1C=C(C=CC1)N1C(=CC2=C1N=CN(C2=O)CC2(CCN(CC2)C(=O)C2(CC2)C)O)Cl 7-(3-Bromophenyl)-6-chloro-3-((4-hydroxy-1-(1-methylcyclopropanecarbonyl)piperidin-4-yl)methyl)-3H-pyrrolo[2,3-d]pyrimidin-4(7H)-one